methyl 2,2'-biphenyl-1-carboxylate C=1(C(=CC=CC1)C1=CC=CC=C1)C(=O)OC